C(CCC)C1SCCCS1 2-butyl-1,3-dithiane